((4-hydroxy-3-(1-(methyl-d3)pyrrolidin-3-yl)-1H-indol-1-yl)methyl)phosphonic acid OC1=C2C(=CN(C2=CC=C1)CP(O)(O)=O)C1CN(CC1)C([2H])([2H])[2H]